FC=1C=C(OC2=CC=C(C=C2)C2=NN(C3=C2C=NC=C3)[C@H]3CN(CC3)C(C=C)=O)C=CC1 (R)-1-(3-(3-(4-(3-fluorophenoxy)phenyl)-1H-pyrazolo[4,3-c]pyridin-1-yl)pyrrolidin-1-yl)prop-2-en-1-one